BrC1=NN(C=2C1=NC=C(C2)C(=O)OC)C methyl 3-bromo-1-methyl-1H-pyrazolo[4,3-b]pyridine-6-carboxylate